(4-(Cyclopropanecarbonyl)piperazin-1-yl)(6-methoxy-4-(4-methoxy-4-methylpiperidin-1-yl)quinolin-3-yl)methanone C1(CC1)C(=O)N1CCN(CC1)C(=O)C=1C=NC2=CC=C(C=C2C1N1CCC(CC1)(C)OC)OC